Ethyl furan-2,5-dicarboxylate O1C(=CC=C1C(=O)[O-])C(=O)OCC